bromo-tripyrrolidinophosphonium Br[P+](N1CCCC1)(N1CCCC1)N1CCCC1